(E)-3-(4-hydroxyphenyl)-2-propenoic acid OC1=CC=C(C=C1)/C=C/C(=O)O